FC(=CC1=CC2=CC=CC=C2C=C1)C 2-(2-fluoro-1-propen-1-yl)naphthalene